C(#N)CCS(=O)(=O)N(C=1C=NC=CC1)CC=1SC(=CN1)C=1OC(=NN1)C(F)F 2-cyano-N-({5-[5-(difluoromethyl)-1,3,4-oxadiazol-2-yl]-1,3-thiazol-2-yl}methyl)-N-(pyridin-3-yl)ethane-1-sulfonamide